N-(3-(6-fluoro-3-azabicyclo[3.1.1]heptan-3-yl)propyl)-2-(2-fluoro-4-((S)-pyrrolidin-2-yl)phenyl)benzo[d]imidazo[2,1-b]thiazole-7-carboxamide FC1C2CN(CC1C2)CCCNC(=O)C2=CC1=C(N3C(S1)=NC(=C3)C3=C(C=C(C=C3)[C@H]3NCCC3)F)C=C2